zinc-telluride [Te-2].[Zn+2]